NC1=CC(C(NC1=NC=1C(=NN2C1C=CC=C2)N(C)C)=NC=2C(=NN1C2C=CC=C1)N(C)C)=N N3,N3'-(5-Amino-3-iminopyridin-2,6(1H,3H)diyliden)bis(N2,N2-dimethylpyrazolo[1,5-a]pyridin-2,3-diamin)